(4-((2S,4S)-4-ethoxy-1-((5-methoxy-7-methyl-1H-indol-4-yl)methyl)piperidin-2-yl)benzoyl)arginine C(C)O[C@@H]1C[C@H](N(CC1)CC1=C2C=CNC2=C(C=C1OC)C)C1=CC=C(C(=O)N[C@@H](CCCNC(N)=N)C(=O)O)C=C1